C(C)(C)(C)OC(=O)N[C@H](C(=O)OCN1C(C(CCC1=O)N1C(C2=CC=CC(=C2C1=O)F)=O)=O)C(C)C 3-(4-Fluoro-1,3-dioxo-1,3-dihydro-isoindol-2-yl)-2,6-dioxopiperidin-1-ylmethyl (S)-2-tert-Butoxycarbonylamino-3-methylbutyrate